FC=1C=C2OCCCCN3N=NC4=C3C=CC(C(C3=CC=C5CCN(C(C1C=C2)=O)CC5=C3)CC(=O)O)=C4C [18-fluoro-32-methyl-20-oxo-15-oxa-8,9,10,21-tetrazahexacyclo[19.5.3.216,19.13,7.06,10.024,28]dotriaconta-1(26),3(32),4,6,8,16,18,24,27,30-decaen-2-yl]acetic acid